(2R)-amino-5-phosphonovaleric Acid C(C[C@H](C(=O)O)N)CP(=O)(O)O